O1C(=NCC1)CCOCC#CCO 4-[2-(4,5-dihydrooxazol-2-yl)ethoxy]but-2-yn-1-ol